(2R,3R,4S)-2-(6-chloro-2-iodo-9H-purin-9-yl)tetrahydrothiophene-3,4-diol ClC1=C2N=CN(C2=NC(=N1)I)[C@@H]1SC[C@H]([C@H]1O)O